N-(benzo[d]thiazol-5-ylmethyl)-2-chloro-N-(1-(3-fluoropyridin-2-yl)ethyl)acetamide S1C=NC2=C1C=CC(=C2)CN(C(CCl)=O)C(C)C2=NC=CC=C2F